4-(7-fluoro-1H-benzimidazol-2-yl)-1,2,5-oxadiazol-3-amine FC1=CC=CC2=C1NC(=N2)C=2C(=NON2)N